(S)-3-(5-amino-4-carbamoyl-3-((3,5-dimethoxyphenyl)ethynyl)-1H-pyrazol-1-yl)pyrrolidine-1-carboxylic acid tert-butyl ester C(C)(C)(C)OC(=O)N1C[C@H](CC1)N1N=C(C(=C1N)C(N)=O)C#CC1=CC(=CC(=C1)OC)OC